COC(=O)C=1C=CC(=C2C=CC(=NC12)OC)N1C[C@H](N([C@H](C1)C)C(=O)OC(C)(C)C)C 5-[(3r,5s)-4-(tert-butoxycarbonyl)-3,5-dimethylpiperazin-1-yl]-2-methoxyquinoline-8-carboxylic acid methyl ester